1-[3,3-Dimethyl-6-(methyl-phenyl-amino)-2,3-dihydro-pyrrolo[3,2-c]pyridin-1-yl]-2-((2R,5R)-2-methoxymethyl-5-methyl-piperazin-1-yl)-ethanone hydrochloride salt Cl.CC1(CN(C2=C1C=NC(=C2)N(C2=CC=CC=C2)C)C(CN2[C@H](CN[C@@H](C2)C)COC)=O)C